2-(2-methoxy-4-((6-methylpyridin-2-yl)carbamoyl)phenyl)-9,10-dihydro-4H-benzo[d]pyrazolo[1,5-a][1,3]diazepine-3-carboxamide COC1=C(C=CC(=C1)C(NC1=NC(=CC=C1)C)=O)C1=NN2C(NC3=C(CC2)C=CC=C3)=C1C(=O)N